BrC1=CC2=C(N(N=C2C(=C1)F)C)[C@@](C(F)(F)F)(C)O |r| rac-2-(5-bromo-7-fluoro-2-methyl-2H-indazol-3-yl)-1,1,1-trifluoropropan-2-ol